S[C@@H]1[C@@H](O)[C@@H](O)[C@H](S)[C@H](O1)CO 1,4-Dithio-Alpha-D-Mannose